(4-chloro-2-(2-((6,6-dimethyl-2,4-dioxo-3-azabicyclo[3.1.0]hexan-3-yl)methyl)thieno[3,2-b]pyridin-7-yl)-6-methylphenyl)piperidine-4-carboxamide ClC1=CC(=C(C(=C1)C)N1CCC(CC1)C(=O)N)C1=C2C(=NC=C1)C=C(S2)CN2C(C1C(C1C2=O)(C)C)=O